(S)-N-(6-(5-cyclopropyl-1,2,4-oxadiazol-3-yl)-2,3-dihydrobenzofuran-3-yl)acetamide C1(CC1)C1=NC(=NO1)C1=CC2=C([C@@H](CO2)NC(C)=O)C=C1